Tetra-tert-butyl (3S,7S,12S)-5,10,18-trioxo-21-(4-(trimethylstannyl)phenyl)-4,6,11,17-tetraazahenicosane-1,3,7,12-tetracarboxylate O=C(N[C@@H](CCC(=O)OC(C)(C)C)C(=O)OC(C)(C)C)N[C@@H](CCC(N[C@@H](CCCCNC(CCCC1=CC=C(C=C1)[Sn](C)(C)C)=O)C(=O)OC(C)(C)C)=O)C(=O)OC(C)(C)C